CN(N(C([O-])=O)N(CC1=CC=CC=C1)C)C N-dimethylaminophenyl-N-dimethylaminocarbamate